1-tert-butyl 2-methyl 5-(4-bromo-1H-pyrazol-1-yl)piperidine-1,2-dicarboxylate BrC=1C=NN(C1)C1CCC(N(C1)C(=O)OC(C)(C)C)C(=O)OC